BrC1=C(C=C(CONC(C)=O)C=C1)C(F)(F)F N-((4-bromo-3-(trifluoromethyl)benzyl)oxy)acetamide